ethyl (S)-3-amino-2-(((benzyloxy)carbonyl) amino)propanoate NC[C@@H](C(=O)OCC)NC(=O)OCC1=CC=CC=C1